CC(C[C@@H](C)O)C |r| (RS)-(+)-4-methyl-2-pentanol